1-([3,4'-bipyridine]-6-yl)-3-(4-chlorobenzyl)pyrroline-2-one N1=CC(=CC=C1N1C(C(CC1)CC1=CC=C(C=C1)Cl)=O)C1=CC=NC=C1